C(C)(C)(C)C=1C=C(C=CC1)CN(CC(=O)OC(C)(C)C)C(C(F)(F)F)=O tert-butyl 2-[(3-tert-butylphenyl)methyl-(2,2,2-trifluoroacetyl)amino]acetate